(1R,4R)-4-(((5-fluoro-2-((1-(2,2,2-trifluoroethyl)-1H-pyrazol-4-yl)amino)pyrimidin-4-yl)oxy)methyl)cyclohexan-1-ol FC=1C(=NC(=NC1)NC=1C=NN(C1)CC(F)(F)F)OCC1CCC(CC1)O